C1=CC(=CC(=C1)O)[N+](=O)[O-] The molecule is a member of the class of 3-nitrophenols that is phenol in which one of the hydrogens that is meta to the hydroxy group has been replaced by a nitro group.